1-[4-(aminomethyl)phenyl]ethan-1-one HCl salt Cl.NCC1=CC=C(C=C1)C(C)=O